C[C@@]12CNC[C@@H](CC1)N2C(=O)OC(C)(C)C tert-butyl (1S,5R)-1-methyl-3,8-diazabicyclo[3.2.1]octane-8-carboxylate